C(=O)=[SH+]=O Carbonyl-Sulfoxonium